N=1C=NN2C1C=CC(=C2)C2=CNC=1N=C(N=CC12)NC1CCC(CC1)(O)CC 4-((5-([1,2,4]triazolo[1,5-a]pyridin-6-yl)-7H-pyrrolo[2,3-d]pyrimidin-2-yl)amino)-1-ethylcyclohexan-1-ol